2,5-di-t-amylhydroquinone C(C)(C)(CC)C1=C(O)C=C(C(=C1)O)C(C)(C)CC